CN1C(N(C2=C3C(=NC=C21)NC(=C3C=3C=C2C=NN(C2=CC3)C)C=3C=NN(C3)C)C3CCN(CC3)C3(CCC3)CC#N)=O 2-(1-(4-(3-methyl-8-(1-methyl-1H-indazol-5-yl)-7-(1-methyl-1H-pyrazol-4-yl)-2-oxo-3,6-dihydroimidazo[4,5-d]pyrrolo[2,3-b]pyridin-1(2H)-yl)piperidin-1-yl)cyclobutyl)acetonitrile